5-(8-(3,5-Diethyl-7-methyl-6-oxo-5,6,7,8-tetrahydroimidazo[1,5-a]pyrazin-1-yl)isoquinolin-3-yl)-N-(4-(6-((2,6-dioxopiperidin-3-yl)carbamoyl)pyridin-2-yl)but-3-yn-1-yl)picolinamide C(C)C1=NC(=C2N1C(C(N(C2)C)=O)CC)C=2C=CC=C1C=C(N=CC21)C=2C=CC(=NC2)C(=O)NCCC#CC2=NC(=CC=C2)C(NC2C(NC(CC2)=O)=O)=O